ClC1=CC=C(C=C1)C1=CC(=NC=C1)N 4-(4-chlorophenyl)pyridin-2-amine